iminoglutaric acid N=C(C(=O)O)CCC(=O)O